C1(CCCC1)NC=1C2=C(N=C(N1)C#CC)CCCN2 N-cyclopentyl-2-prop-1-ynyl-5,6,7,8-tetrahydropyrido[3,2-d]pyrimidin-4-amine